(5S,6S)-5-hydroxy-6-((R)-5H-imidazo[5,1-a]isoindol-5-yl)-2-azaspiro[3.3]heptan-2-carboxylate O[C@@H]1C2(CN(C2)C(=O)[O-])C[C@H]1[C@H]1N2C(C3=CC=CC=C13)=CN=C2